C(#C)C1=CC(=C(C=N1)C1=C(C2=C(N=CN=C2N)N1COCC[Si](C)(C)C)C1=CC=C(C=C1)OC1=NC=CC(=N1)C)C 6-(6-ethynyl-4-methylpyridin-3-yl)-5-(4-((4-methylpyrimidin-2-yl)oxy)phenyl)-7-((2-(trimethylsilyl)ethoxy)methyl)-7H-pyrrolo[2,3-d]pyrimidin-4-amine